2-bromo-5-(trifluoro-methyl)pyrimidine ethyl-5-(6-methyl-1-(tetrahydro-2H-pyran-2-yl)-4-(4,4,5,5-tetramethyl-1,3,2-dioxaborolan-2-yl)-1H-indazol-5-yl)pentanoate C(C)OC(CCCCC=1C(=C2C=NN(C2=CC1C)C1OCCCC1)B1OC(C(O1)(C)C)(C)C)=O.BrC1=NC=C(C=N1)C(F)(F)F